2-[methyl({6-[2-(pyridin-3-yl)ethyl]-4-(pyridin-4-yl)quinolin-2-yl})amino]acetic acid CN(CC(=O)O)C1=NC2=CC=C(C=C2C(=C1)C1=CC=NC=C1)CCC=1C=NC=CC1